N-(2,3-dihydro-2-oxo-1H-benzoimidazol-5-yl)-3-hydroxy-2-naphthamide O=C1NC2=C(N1)C=CC(=C2)NC(=O)C2=CC1=CC=CC=C1C=C2O